2-Methyl-2-butenoic acid ((2S,3R,4R)-2-(4-fluorophenyl)-4-(4-(trifluoromethyl)benzyl)-tetrahydrofuran-3-yl)methyl ester FC1=CC=C(C=C1)[C@H]1OC[C@@H]([C@@H]1COC(C(=CC)C)=O)CC1=CC=C(C=C1)C(F)(F)F